C(C(=C)C)(=O)OCCC[Si](OCCC)(OCCC)OCCC 3-(methacryloxy)propyltripropoxysilane